(E)-N-(4-(3-chloro-4-(pyridin-2-ylmethoxy)phenyl)-4H-pyrido[2,3,4-de]quinazolin-7-yl)-4-(cyclobutylamino)but-2-enamide ClC=1C=C(C=CC1OCC1=NC=CC=C1)N1C=CC=2C=3C1=NC=NC3C=CC2NC(\C=C\CNC2CCC2)=O